C(C(C)C)N1C=CC2=C(C=C(C=C12)C#CCNC=1C(OC)=CC=C(C1)S(=O)(=O)C)NC1CCN(CC1)C 1-isobutyl-6-[3-(4-mesyl-2-anisidino)-1-propynyl]-4-(1-methyl-4-piperidylamino)indole